C(C)(C)(C)OC(=O)N1[C@@H]([C@H]2CNC[C@H]2C1)C (1r,3as,6ar)-1-methylhexahydropyrrolo[3,4-c]pyrrole-2(1H)-carboxylic acid tert-butyl ester